C(C)(C)(C)OC(=O)N1CC(C1)C1CNCCC1.C1(=CC=CC=C1)[Se]C1C(CCCC1)OC(C1=CC=C(C=C1)OC)=O.CN(CCOCC(=O)N(CCOCCN(C)C)C)C 2-[2-(dimethylamino)ethoxy]-N-methyl-N-(dimethylaminoethoxyethyl)-acetamide 2-(phenylselanyl)cyclohexyl-4-methoxybenzoate tert-Butyl-3-(3-piperidyl)azetidine-1-carboxylate